(3',4'-dichloro-3-fluorobiphenyl-2-yl)-1-methyl-3-difluoromethyl-1H-pyrazole-4-carboxamide ClC=1C=C(C=CC1Cl)C1=C(C(=CC=C1)F)C1=C(C(=NN1C)C(F)F)C(=O)N